NC=1C(=NC=C(C1)C(=O)N(C)C)C=1C=NC=C(C1)C1=C2C(=NC=C1)N(C=C2)S(=O)(=O)C2=CC=CC=C2 amino-N,N-dimethyl-5'-(1-(phenylsulfonyl)-1H-pyrrolo[2,3-b]pyridin-4-yl)-[2,3'-bipyridine]-5-carboxamide